BrC=1C=C(C(=O)O)C=C(C1)COC 3-bromo-5-(methoxymethyl)benzoic acid